NC1=CC=C(CCNC(C2=CC(=C(C=C2)NC2=NC=C(C(=N2)C=2C=NN(C2)C(C)C)Cl)OC)=O)C=C1 N-(4-aminophenethyl)-4-((5-chloro-4-(1-isopropyl-1H-pyrazol-4-yl)pyrimidin-2-yl)amino)-3-methoxybenzamide